N-(2-(4-(Dimethylamino)piperidin-1-yl)-5-(3'-methyl-2'-oxo-2',3'-dihydrospiro[cyclobutane-1,1'-pyrrolo[2,3-c]quinolin]-8'-yl)pyridin-3-yl)methanesulfonamide CN(C1CCN(CC1)C1=NC=C(C=C1NS(=O)(=O)C)C1=CC=2C3=C(C=NC2C=C1)N(C(C31CCC1)=O)C)C